5-{2-[5-fluoro-2-(4-methoxynaphthalene-1-sulfonamido)phenyl]ethynyl}pyridine-2-carboxylic acid FC=1C=CC(=C(C1)C#CC=1C=CC(=NC1)C(=O)O)NS(=O)(=O)C1=CC=C(C2=CC=CC=C12)OC